(R)-N-(3-chloro-5-(methylsulfonamido)phenyl)-5-(5-((1-methylpyrrolidin-3-yl)oxy)pyrimidin-2-yl)-1-(2,2,2-trifluoroethyl)-1H-pyrrole-3-carboxamide ClC=1C=C(C=C(C1)NS(=O)(=O)C)NC(=O)C1=CN(C(=C1)C1=NC=C(C=N1)O[C@H]1CN(CC1)C)CC(F)(F)F